(6R)-1-ethyl-8-(3-pyrimidin-5-yl-1H-pyrrolo[2,3-b]pyridin-4-yl)-1,8-diazaspiro[5.5]undecane C(C)N1CCCC[C@@]12CN(CCC2)C2=C1C(=NC=C2)NC=C1C=1C=NC=NC1